N-[5-[4-chloro-3-[[4-(hydroxymethyl)cyclohexyl]sulfamoyl]phenyl]-4-methyl-thiazol-2-yl]cyclopentanecarboxamide ClC1=C(C=C(C=C1)C1=C(N=C(S1)NC(=O)C1CCCC1)C)S(NC1CCC(CC1)CO)(=O)=O